pyrazolo[3,4-d]pyrimidine-4,6-diamine N=1N=CC=2C1N=C(NC2N)N